3-tert-butyl-4-[[5-(2-oxo-3H-benzimidazol-1-yl)-2-pyridyl]oxy]benzonitrile C(C)(C)(C)C=1C=C(C#N)C=CC1OC1=NC=C(C=C1)N1C(NC2=C1C=CC=C2)=O